Cl.Cl.N1(CCC(CC1)C=1C=C2CN(C(C2=CC1)=O)C1C(NC(CC1)=O)=O)C1CCNCC1 3-(5-([1,4'-bipiperidin]-4-yl)-1-oxoisoindolin-2-yl)piperidine-2,6-dione dihydrochloride